COC1=CC=C(COC2=CC=C(C=N2)NC2=C(C=3N=C(C=NC3C=C2)N2CCOCC2)C#N)C=C1 6-(6-(4-methoxybenzyloxy)pyridin-3-ylamino)-3-morpholinoquinoxaline-5-carbonitrile